C[C@H]1O[C@H](CN(C1)C1=C2C=CC=NC2=C(C=C1)C(F)(F)F)C(=O)NCC1CNCCO1 (2R,6R)-6-methyl-N-(morpholin-2-ylmethyl)-4-[8-(trifluoromethyl)-5-quinolyl]morpholine-2-carboxamide